6'-galactosyl-lactose bicyclo[5.3.3]tridecanyl-acrylate C12(CCCCCC(CCC1)CCC2)C(C(=O)O)=C.C2([C@H](O)[C@@H](O)[C@@H](O)[C@H](O2)CO)C([C@@H]2[C@@H]([C@@H]([C@H]([C@H](O[C@H]1[C@@H]([C@H](C(O)O[C@@H]1CO)O)O)O2)O)O)O)O